butyl (5-bromo-2-fluorophenyl)(tert-butoxycarbonyl)carbamate BrC=1C=CC(=C(C1)N(C(OCCCC)=O)C(=O)OC(C)(C)C)F